ClC1=C2C=CC(=NC2=CC(=C1)Cl)C 5,7-dichloro-2-methylquinoline